2-cyanoethyl ((3R,5S)-5-((E)-2-(dimethoxyphosphoryl)vinyl)-1-(2-(2,4-dioxo-3,4-dihydropyrimidin-1(2H)-yl)acetyl)pyrrolidin-3-yl) diisopropylphosphoramidite C(C)(C)N(P(OCCC#N)O[C@H]1CN([C@@H](C1)\C=C\P(=O)(OC)OC)C(CN1C(NC(C=C1)=O)=O)=O)C(C)C